C12(CC3CC(CC(C1)C3)C2)C(=O)N (3r,5r,7r)-adamantane-1-carboxamide